C(C)(C)(C)OC(=O)N1CC2C(C1)CC(C2)OCC2=C(C=CC=C2)Cl trans-5-((2-chlorobenzyl)oxy)hexahydrocyclopenta[c]pyrrole-2(1H)-carboxylic acid tert-butyl ester